CC(C)OC(C)C 2-propyl oxide